N1=C(C=CC=C1)C(CC)O 1-(pyridin-2-yl)propan-1-ol